{5-[3-amino-5-(benzenesulfonyl)pyridin-2-yl]-1,3,4-oxadiazol-2-yl}methanol NC=1C(=NC=C(C1)S(=O)(=O)C1=CC=CC=C1)C1=NN=C(O1)CO